C(N)(=O)C1=CC=C(C=C1)C=1C=C(C(=O)O)C=C(N1)N(C)C 2-(4-carbamoylphenyl)-6-(dimethylamino)isonicotinic acid